(R)-4-(3H-[1,2,3]triazolo[4,5-b]pyridin-3-yl)-2-fluoro-N-(6-fluoroisoquinolin-1-yl)-N-(piperidin-3-yl)benzamide N1=NN(C2=NC=CC=C21)C2=CC(=C(C(=O)N([C@H]1CNCCC1)C1=NC=CC3=CC(=CC=C13)F)C=C2)F